3-(6-ethyl-5-(1H-pyrazol-4-yl)pyridin-2-yl)-1-(3-fluoro-2-methylbenzyl)-2-oxo-1,3,8-triazaspiro[4.5]decane-8-carboxylic acid methyl ester COC(=O)N1CCC2(CN(C(N2CC2=C(C(=CC=C2)F)C)=O)C2=NC(=C(C=C2)C=2C=NNC2)CC)CC1